CC1(OB(OC1(C)C)C1=CC2=C3N(N=C2C=C1)CC1(NC3=O)CC1)C 9'-(4,4,5,5-tetramethyl-1,3,2-dioxaborolan-2-yl)-2',4'-dihydrospiro[cyclopropane-1,3'-pyrazino[1,2-b]indazol]-1'-one